FC(CN1N=CC=2C1=NC(=CN2)N2CC(C(CC2)(F)F)COC2=NC(=CC=C2)C(F)(F)F)F 2-({1-[1-(2,2-difluoroethyl)-1H-pyrazolo[3,4-b]pyrazin-6-yl]-4,4-difluoropiperidin-3-yl}methoxy)-6-(trifluoromethyl)pyridine